METHOXY-2,3,6-TRIMETHYLBENZENESULFONAMIDE COC1=C(C(=C(C(=C1)C)S(=O)(=O)N)C)C